(S)-6-(4'-cyanobiphenyl-4-yloxy)-4-methylhexyl acrylate C(C=C)(=O)OCCC[C@@H](CCOC1=CC=C(C=C1)C1=CC=C(C=C1)C#N)C